C(CCCCCCCCCCCCCCCCC)(=O)OC1=C(C(=CC(=C1F)F)F)F 2,3,5,6-Tetrafluorophenyl stearate